(R,E)-3-methoxy-N-((4-(4-(trifluoromethyl)phenyl)-4,5,6,7-tetrahydropyrazolo[1,5-a]pyrimidin-6-yl)methyl)acrylamide CO/C=C/C(=O)NC[C@@H]1CN(C=2N(C1)N=CC2)C2=CC=C(C=C2)C(F)(F)F